FC1=CC=C2C=NN(C2=C1B(O)O)C1OCCCC1 (6-fluoro-1-(tetrahydro-2H-pyran-2-yl)-1H-indazol-7-yl)boronic acid